C1(=CC=CC=C1)IC1=CC=CC=C1 diphenyliodine